FC(OC1=CC=C(C=C1)C(C)N1C(C=2N(C(C1)CO)N=C1C2CN([C@@H](C1)C)C(=O)OC(C)(C)C)=O)F (3R)-tert-Butyl 9-(1-(4-(difluoromethoxy) phenyl) ethyl)-7-(hydroxymethyl)-3-methyl-10-oxo-3,4,7,8,9,10-hexahydropyrido[4',3':3,4]pyrazolo[1,5-a]pyrazine-2(1H)-carboxylate